(6-(3-(dimethylamino)pyrrolidin-1-yl)-5-methylpyridin-3-ylmethyl)imidazo[2,1-f][1,2,4]triazin-4-amine CN(C1CN(CC1)C1=C(C=C(C=N1)CC1=NN2C(C(=N1)N)=NC=C2)C)C